C(#N)C1=C(C=CC=C1)C1(CC1)C(=O)N[C@H](C(=O)O)CCN(CCCCC1=NC=2NCCCC2C=C1)C[C@@H](CF)OC (S)-2-(1-(2-cyanophenyl)cyclopropane-1-carboxamido)-4-(((S)-3-fluoro-2-methoxypropyl)(4-(5,6,7,8-tetrahydro-1,8-naphthyridin-2-yl)butyl)amino)butanoic acid